3-(4-formyl-1H-1,2,3-triazol-1-yl)-4-nitrobenzoic acid C(=O)C=1N=NN(C1)C=1C=C(C(=O)O)C=CC1[N+](=O)[O-]